N-(4-methoxybenzyl)-N-methyl-5,6-diphenylpyrazin-2-amine COC1=CC=C(CN(C2=NC(=C(N=C2)C2=CC=CC=C2)C2=CC=CC=C2)C)C=C1